(R,E)-2-cyano-N-(1-(4-fluoro-3-methoxyphenyl)ethyl)-3-(5-(1-methyl-1H-pyrazol-4-yl)-1H-pyrrolo[2,3-b]pyridin-3-yl)acrylamide C(#N)/C(/C(=O)N[C@H](C)C1=CC(=C(C=C1)F)OC)=C\C1=CNC2=NC=C(C=C21)C=2C=NN(C2)C